1-(3-(5-methoxypyridin-3-yl)isoxazol-5-yl)ethan-1-ol COC=1C=C(C=NC1)C1=NOC(=C1)C(C)O